C(#N)C1=CC(=C(C=C1)COC1=NC=CC=C1C1=CC(=C(C=C1F)CC(=O)O)F)F 2-[4-[2-[(4-cyano-2-fluoro-phenyl)methoxy]-3-pyridyl]-2,5-difluoro-phenyl]acetic acid